ClC1=C(C(=O)N[C@@]2(CCC=3N(C4=CC=C(C=C4C3/C=N/O)C)C2)C2=CC=CC=C2)C=CC(=C1)N1N=C(N=C1)C 2-chloro-N-{(7S)-10-[(E)-(hydroxyimino)methyl]-2-methyl-7-phenyl-6,7,8,9-tetrahydropyrido[1,2-a]indol-7-yl}-4-(3-methyl-1H-1,2,4-triazol-1-yl)benzamide